1-((2R,4S)-4-(4-amino-3-((1-ethyl-6-fluoro-1H-benzo[d]imidazol-5-yl)ethynyl)-1H-pyrazolo[4,3-c]pyridin-1-yl)-2-(difluoromethyl)pyrrolidin-1-yl)prop-2-en-1-one NC1=NC=CC2=C1C(=NN2[C@H]2C[C@@H](N(C2)C(C=C)=O)C(F)F)C#CC2=CC1=C(N(C=N1)CC)C=C2F